(2S,4R)-4-methoxy-1-methylpyrrolidin CO[C@@H]1CCN(C1)C